3-(oxetan-3-ylamino)-7,8-dihydro-1,6-naphthyridin-5(6H)-one O1CC(C1)NC=1C=NC=2CCNC(C2C1)=O